tert-Butyl (4-cyanobicyclo[2.2.1]heptan-1-yl)carbamate C(#N)C12CCC(CC1)(C2)NC(OC(C)(C)C)=O